5-(oxetan-3-yl)furan-2-carbohydrazide O1CC(C1)C1=CC=C(O1)C(=O)NN